N-(3-carbamoyloxetan-3-yl)-2-methyl-5-{[2-(trifluoromethyl)pyridin-3-yl]methoxy}-2H-indazole-3-carboxamide C(N)(=O)C1(COC1)NC(=O)C=1N(N=C2C=CC(=CC12)OCC=1C(=NC=CC1)C(F)(F)F)C